FC(\C=C\C(C(F)(F)F)(C(F)(F)F)F)(F)F trans-1,1,1,4,5,5,5-heptafluoro-4-(trifluoromethyl)-2-pentene